CC1=NN2C(N=C(C=C2)C(C)=O)=C1 1-(2-methylpyrazolo[1,5-a]pyrimidin-5-yl)ethan-1-one